2-[4-(2,6-dichloro-4-trifluoromethyl-phenylamino)-phenyl]-N-(2-hydroxy-2-methyl-propyl)acetamide ClC1=C(C(=CC(=C1)C(F)(F)F)Cl)NC1=CC=C(C=C1)CC(=O)NCC(C)(C)O